N1(CCCCCC1)C1=C(N)C=C(C=C1)C(F)(F)F 2-(azepan-1-yl)-5-(trifluoromethyl)aniline